(R)-3-(3-(4-amino-(4-phenoxyphenyl)-1H-pyrazolo[3,4-d]pyrimidin-1-yl)piperidin-1-yl)-3-oxo-propionitrile NC1=C2C(=NC=N1)N(N=C2C2=CC=C(C=C2)OC2=CC=CC=C2)[C@H]2CN(CCC2)C(CC#N)=O